(S)-6-(4-chlorophenyl-2,3,5,6-d4)-N-(1-hydroxypropan-2-yl-1,1-d2)-2-(1-(methyl-d3)-1H-pyrazol-4-yl)-3-oxo-2,3-dihydropyridazine-4-carboxamide ClC1=C(C(=C(C(=C1[2H])[2H])C=1C=C(C(N(N1)C=1C=NN(C1)C([2H])([2H])[2H])=O)C(=O)N[C@H](C([2H])([2H])O)C)[2H])[2H]